CC1=CC(=NN1CC(=O)N1CCC(CC1)C#N)C(F)(F)F 1-(2-(5-Methyl-3-(trifluoromethyl)-1H-pyrazol-1-yl)acetyl)piperidine-4-carbonitrile